tert-butylamine sulfate salt S(=O)(=O)(O)O.C(C)(C)(C)N